1-(7-(3-amino-2-cyano-5-methyl-6-(trifluoromethyl)phenyl)-6-chloro-8-fluoro-2-(((2R,7aS)-2-fluorotetrahydro-1H-pyrrolizin-7a(5H)-yl)methoxy)quinazolin-4-yl)azepane-4-carboxylic acid NC=1C(=C(C(=C(C1)C)C(F)(F)F)C1=C(C=C2C(=NC(=NC2=C1F)OC[C@]12CCCN2C[C@@H](C1)F)N1CCC(CCC1)C(=O)O)Cl)C#N